butyl 4-chlorocinnamate ClC1=CC=C(C=CC(=O)OCCCC)C=C1